CC1(CCOCC1)CN (4-methyltetrahydropyran-4-yl)methylamine